2-[2-(diethylamino)ethoxy]-N,N-dihexyl-acetamide C(C)N(CCOCC(=O)N(CCCCCC)CCCCCC)CC